FC1=C(C=C(C(=C1)C)SCC(F)(F)F)N(C=1SCC(N1)=O)CC(F)(F)F 2-[{2-fluoro-4-methyl-5-[(2,2,2-trifluoroethyl)-sulfan-yl]phenyl}-(2,2,2-trifluoro-ethyl)-amino]-1,3-thiazol-4(5H)-one